C(C)(C)(C)OC(=O)N1CC2=CC=C(C=C2C1)C=1C=CC2=C(C=CO2)C1 5-(benzofuran-5-yl)isoindoline-2-carboxylic acid tert-butyl ester